O1[C@H](CCCC1)C(=O)OCC |r| racemic-ethyl oxinanoate